N-(6'-Hydroxy-6-methoxy-5'-(trifluoromethyl)-[2,3'-bipyridin]-5-yl)-5-methyl-3-phenylisoxazole-4-carboxamide OC1=C(C=C(C=N1)C1=NC(=C(C=C1)NC(=O)C=1C(=NOC1C)C1=CC=CC=C1)OC)C(F)(F)F